1-(3,3-difluorocyclobutyl)-5-methyl-1H-pyrazol-3-amine FC1(CC(C1)N1N=C(C=C1C)N)F